C(C)(C)(C)C=1N=C(N(C1)C(=O)NCCC1CC1)OCC (tert-butyl)-N-(2-cyclopropylethyl)-2-ethoxy-1H-imidazole-1-carboxamide